C(C)(C)OC(=O)C=1NC=CC1 pyrrole-2(1H)-carboxylic acid isopropyl ester